N1=CC(=CC(=C1)C(=O)O)C(=O)O 3,5-pyridinedicarboxylic acid